N[C@H](CC1=CC=2N=C(N=C(C2S1)NCC=1OC=CC1)Cl)C(C)C 6-[(2R)-2-amino-3-methylbutyl]-2-chloro-N-[(furan-2-yl)methyl]thieno[3,2-d]pyrimidin-4-amine